(S)-3-((5-chloro-2-((2-(difluoro-methoxy)-4-(4-(2,4-dimethyl-piperazin-1-yl)piperidin-1-yl)-phenyl)amino)pyrimidin-4-yl)-amino)thiophene-2-carboxamide ClC=1C(=NC(=NC1)NC1=C(C=C(C=C1)N1CCC(CC1)N1[C@H](CN(CC1)C)C)OC(F)F)NC1=C(SC=C1)C(=O)N